ClC=1C=C(C=CC1)[C@@H](CN1C[C@H]([C@@H](C1)C)COC1=CC=C(C=C1)S(=O)(=O)C)O (1S)-1-(3-chlorophenyl)-2-[trans-3-[(4-methanesulfonylphenoxy)methyl]-4-methylpyrrolidin-1-yl]ethan-1-ol